CCCCCC=C(CCC)C#N dec-6-ene-7-carbonitrile